1-(6-methylpyridin-2-yl)-5-(trifluoromethyl)-1H-pyrazole-4-carboxylic acid CC1=CC=CC(=N1)N1N=CC(=C1C(F)(F)F)C(=O)O